CN(C(C)C=1SC2=C(N1)C=C(C=C2)[C@@H]2NC[C@H](CC2)C)C N,N-dimethyl-1-(5-((2R,5S)-5-methylpiperidin-2-yl)benzo[d]thiazol-2-yl)ethanamine